ClC1=NC(=NC(=N1)C1=CC=CC=C1)C=1C=C(C=CC1)N1C2=CC=CC=C2C=2C=CC=CC12 9-(3-(4-chloro-6-phenyl-1,3,5-triazin-2-yl)phenyl)9H-carbazole